N-(4-fluorobenzyl)-N-(1-phenethylpiperidin-4-yl)acetamide FC1=CC=C(CN(C(C)=O)C2CCN(CC2)CCC2=CC=CC=C2)C=C1